3-(5-amino-8-(2-methoxy-6-methylpyridin-4-yl)-2-(((6-methylpyridin-2-yl)methyl)amino)-[1,2,4]triazolo[1,5-c]pyrimidin-7-yl)benzonitrile NC1=NC(=C(C=2N1N=C(N2)NCC2=NC(=CC=C2)C)C2=CC(=NC(=C2)C)OC)C=2C=C(C#N)C=CC2